C1(CCC1)CS(=NC(C1=CC=C(C=C1)CC1=NOC(=N1)C(F)(F)F)=O)(=O)C N-((cyclobutyl-methyl)(methyl)(oxo)-λ6-sulfaneylidene)-4-((5-(trifluoromethyl)-1,2,4-oxadiazol-3-yl)methyl)benzamide